5-methyl-pyrazole-3-boronic acid CC1=CC(=NN1)B(O)O